N-(1-((2-(3-methoxyphenoxy)phenyl)amino)-1-oxopropan-2-yl)-1-naphthamide COC=1C=C(OC2=C(C=CC=C2)NC(C(C)NC(=O)C2=CC=CC3=CC=CC=C23)=O)C=CC1